NC=1C=C(C=CC1N1C=NC(=C1)Br)N1C[C@@H](CC1)N(C)C (R)-1-(3-amino-4-(4-bromo-1H-imidazol-1-yl)phenyl)-N,N-dimethylpyrrolidin-3-amine